COC(=O)C12CC(C1)(C2)CC(F)F methyl-3-(2,2-difluoroethyl)bicyclo[1.1.1]pentane-1-carboxylate